FCCN1CCC(CC1)N(C=1SC2=C(N=NC(=C2)C2=C(C=C(C=C2)C=2C=NNC2)O)N1)C 2-(6-{[1-(2-Fluoroethyl)piperidin-4-yl](methyl)amino}[1,3]thiazolo[4,5-c]pyridazin-3-yl)-5-(1H-pyrazol-4-yl)phenol